4,4-dicyano-3-(4-methylphenyl)-5-phenyl-pyrrolidine C(#N)C1(C(CNC1C1=CC=CC=C1)C1=CC=C(C=C1)C)C#N